1,1,1,5-tetra-chloro-4-methoxypent-3-en-2-one ClC(C(C=C(CCl)OC)=O)(Cl)Cl